FC(C(=O)O)(F)F.NC=1N=CC(=NC1C1=CN=C(S1)C)C=1C=C(C=CC1C)C(C(=O)N)(C(F)(F)F)O 2-(3-(5-amino-6-(2-methylthiazol-5-yl)pyrazin-2-yl)-4-methylphenyl)-3,3,3-trifluoro-2-hydroxypropanamide trifluoroacetate